C(CCCCCCCC)C=C(C(=O)N)C nonyl-methacrylamide